tert-butyl (E)-4-(cyclopropyl(methyl)amino)but-2-enoate C1(CC1)N(C/C=C/C(=O)OC(C)(C)C)C